ClC1=CC(=C(C=C1)C1OC2=C(O1)C=CC=C2C2CCN(CC2)CC2=NC1=C(N2C[C@H]2OCC2)C=CC=C1)F 2-({4-[2-(4-Chloro-2-fluorophenyl)-1,3-benzodioxol-4-yl]piperidin-1-yl}methyl)-1-[(2S)-oxetan-2-ylmethyl]-1H-benzimidazol